FC1=CC=C(C(=O)N2[C@@H](C=3N(CC2)C(=NC3CC=O)C3=NC(=NS3)C)C)C=C1 (R)-2-(7-(4-fluorobenzoyl)-8-methyl-3-(3-methyl-1,2,4-thiadiazol-5-yl)-5,6,7,8-tetrahydroimidazo[1,5-a]pyrazin-1-yl)acetaldehyde